1,6-dichloro-8-methyl-isoquinoline ClC1=NC=CC2=CC(=CC(=C12)C)Cl